FC1=CC=C(C=C1)C=1N=NN(C1)S(=O)(=O)C 4-(4-fluorophenyl)-1-(methylsulfonyl)-1H-1,2,3-triazole